CC1=CC=C(C=C1)S(=O)(=O)O.N1=CN=CC(=C1)C(=O)N pyrimidine-5-carboxamide 4-methylbenzenesulfonate